3-((4-(2-azidopropan-2-yl)-6-chloro-2,7-naphthyridin-1-yl)oxy)azetidine-1-carboxylic acid methyl ester COC(=O)N1CC(C1)OC1=NC=C(C2=CC(=NC=C12)Cl)C(C)(C)N=[N+]=[N-]